FC(C(=O)N1CC2=CC(=CC=C2CC1)S(=O)(=O)Cl)(F)F 2-(2,2,2-trifluoroacetyl)-1,2,3,4-tetrahydroisoquinoline-7-sulfonyl chloride